6-(2-hydroxy-2-methylpropoxy)-4-(6-(piperazin-1-yl)pyridin-3-yl)pyrazolo[1,5-a]pyridine-3-carbonitrile OC(COC=1C=C(C=2N(C1)N=CC2C#N)C=2C=NC(=CC2)N2CCNCC2)(C)C